NC1=NC=2C=CC(=CC2C2=C1C=NN2C)C(=O)N(CC2=NC=C(C=C2)C(F)(F)F)N2CCOC1(CC1)C2 4-amino-1-methyl-N-(4-oxa-7-azaspiro[2.5]octan-7-yl)-N-((5-(trifluoromethyl)pyridin-2-yl)methyl)-1H-pyrazolo[4,3-c]quinoline-8-carboxamide